BrC1=NC=C(C=C1)S(=O)(=O)N1CCC(CC1)C 2-bromo-5-((4-methylpiperidin-1-yl)sulfonyl)pyridine